tert-butyl 7-{[(4-bromopyridin-2-yl)carbamoyl]methyl}-4,7-diazaspiro[2.5]octane-4-carboxylate BrC1=CC(=NC=C1)NC(=O)CN1CCN(C2(CC2)C1)C(=O)OC(C)(C)C